1-tetradecanoyl-2-dodecanoyl-glycero-3-phosphoserine C(CCCCCCCCCCCCC)(=O)OCC(OC(CCCCCCCCCCC)=O)COP(=O)(O)OC[C@H](N)C(=O)O